(+-)-3,5,6,6-tetramethyl-4-methylidene-2-heptanone CC(C(C)=O)C(C(C(C)(C)C)C)=C